N-((1-methylcyclopropyl)sulfonyl)propionamide CC1(CC1)S(=O)(=O)NC(CC)=O